C(CCCCCCCCCCCCCCCC)(=O)OCC(O)CO 1-heptadecanoyl-glycerol